CN1CCN(CC1)C1=CC=C(C=C1)C=1OC2=C(C1)C=CC(=C2)C=O (4-(4-methylpiperazin-1-yl)phenyl)benzofuran-6-carbaldehyde